C12(CC3CC(CC(C1)C3)C2)P(C2=C(C=CC=C2)N2CCOCC2)C23CC1CC(CC(C2)C1)C3 bis(1-adamantyl)-2-morpholinophenylphosphine